isopentanedione C(C(C(C)C)=O)=O